(S)-5-((4-Ethyl-2-methyl-3-oxo-1-oxa-4,9-diazaspiro[5.5]undecan-9-yl)methyl)-2-fluorobenzonitril C(C)N1C([C@@H](OC2(C1)CCN(CC2)CC=2C=CC(=C(C#N)C2)F)C)=O